tert-butyl (1-butyl-5-chloro-3-(1-cyanovinyl)-2-oxoindolin-3-yl) carbonate C(OC(C)(C)C)(OC1(C(N(C2=CC=C(C=C12)Cl)CCCC)=O)C(=C)C#N)=O